5-(1-hydroxy-2-isopropylaminobutyl)-8-hydroxyquinuclidinone hydrochloride hemihydrate O.Cl.OC(C(CC)NC(C)C)C1C2CC(N(C1)CC2O)=O.OC(C(CC)NC(C)C)C2C1CC(N(C2)CC1O)=O.Cl